O(C1=CC=CC=C1)C(C1=CC=CC=C1)[N-]N1CCCCC1 phenoxypiperidinylbenzylamide